5-(1-amino-2-hydroxy-propan-2-yl)-4-methyl-isobenzofuran-1(3H)-one NCC(C)(O)C=1C(=C2COC(C2=CC1)=O)C